gamma-aminopropylbis(trimethylsiloxy)methylsilane tert-butyl-(2S,4R)-4-hydroxy-2-((4-(4-(6-(trifluoromethyl)pyridin-2-yl)piperazin-1-yl)butyl)carbamoyl)pyrrolidine-1-carboxylate C(C)(C)(C)OC(=O)N1[C@@H](C[C@H](C1)O)C(NCCCCN1CCN(CC1)C1=NC(=CC=C1)C(F)(F)F)=O.NCCC[SiH2]C(O[Si](C)(C)C)O[Si](C)(C)C